[4-{[(2S)-3,3-dimethylbut-2-yl]amino}-2-(methylsulfanyl)pyrimidin-5-yl]methanol CC([C@H](C)NC1=NC(=NC=C1CO)SC)(C)C